(R)-4-amino-1-((S)-2-chloro-6-methylphenyl)-N-(2-fluoro-3-(pyrrolidin-2-yl)phenyl)-6-oxo-1,6-dihydropyrimidine-5-carboxamide NC=1N=CN(C(C1C(=O)NC1=C(C(=CC=C1)[C@@H]1NCCC1)F)=O)C1=C(C=CC=C1C)Cl